(S)-1-(2-aminopropoxy)-3-(1-(5-(trifluoromethyl)pyrimidin-2-yl)piperidin-4-yl)urea N[C@H](CONC(=O)NC1CCN(CC1)C1=NC=C(C=N1)C(F)(F)F)C